ClC1=C(N=C(C(=N1)C(=O)N)NC1=CC=C(C=C1)N1CCOCC1)NC 6-Chloro-5-(methylamino)-3-(4-morpholinoanilino)pyrazine-2-carboxamide